C(C1=CC=CC=C1)O[C@H]1[C@H](OC([C@@H]1OCC1=CC=CC=C1)OC)CO [(2R,3S,4R)-3,4-bis(benzyloxy)-5-methoxyoxolan-2-yl]methanol